[Ru].N1=C(C=CC=C1C)C lutidine ruthenium